(S)-14-((1,3-Dioxoisoindolin-2-yl)oxy)-2-isopropyl-3-methyl-6,9,12-trioxa-3-azatetradecanoic acid O=C1N(C(C2=CC=CC=C12)=O)OCCOCCOCCOCCN([C@H](C(=O)O)C(C)C)C